N[C@@H](CCS(=O)(O)=O)C(=O)[O-] L-homocysteate